((prop-2-yn-1-yloxy)carbonyl)glycine C(C#C)OC(=O)NCC(=O)O